C(=CC)N1C[C@H](C[C@@H]1COC)N1N=C(C(=C1NC)C(=O)N)C#CC=1C(=CC2=C(N=C3N2CCC3)C1)Cl 1-((3s,5r)-1-propenyl-5-(methoxymethyl)pyrrolidin-3-yl)-3-((7-chloro-2,3-dihydro-1H-benzo[d]pyrrolo[1,2-a]imidazol-6-yl)ethynyl)-5-(methylamino)-1H-pyrazole-4-carboxamide